P(OCC)(OCC)(OC=1C=CC(N(N1)C1=CC=CC=C1)=O)=S O,O-diethyl O-(3-oxo-2-phenyl-2H-pyridazine-6-yl) phosphorothioate